5-chloromethyl-1-methyl-1H-1,2,4-triazole ClCC1=NC=NN1C